4-(4-cyano-2-methoxyphenyl)-N-(2,2-dimethoxyethyl)-5-ethoxy-2,8-dimethyl-1,4-dihydro-1,6-naphthyridine-3-carboxamide C(#N)C1=CC(=C(C=C1)C1C(=C(NC2=C(C=NC(=C12)OCC)C)C)C(=O)NCC(OC)OC)OC